methyl 2-isopentyl-7-[[4-(trifluoromethyl)phenyl]methoxy]benzothiophene-6-carboxylate C(CC(C)C)C=1SC2=C(C1)C=CC(=C2OCC2=CC=C(C=C2)C(F)(F)F)C(=O)OC